COC1=CC=C(C=N1)CN1C2CN(CC1C2)C=2N=CC(=NC2)C=2C=1N(C=C(C2)OCCN2CCC3(CC(N3)=O)CC2)N=CC1C#N 4-(5-(6-((6-methoxypyridin-3-yl)methyl)-3,6-diazabicyclo[3.1.1]heptan-3-yl)pyrazin-2-yl)-6-(2-(2-oxo-1,7-diazaspiro[3.5]non-7-yl)ethoxy)pyrazolo[1,5-a]pyridine-3-carbonitrile